tert-butyl 2-((3-(1-(4-((trifluoromethyl)thio)phenyl)cyclopropyl)-1,2,4-oxadiazol-5-yl)methyl)acrylate FC(SC1=CC=C(C=C1)C1(CC1)C1=NOC(=N1)CC(C(=O)OC(C)(C)C)=C)(F)F